O1C(CCCC1)ONC(=O)C1=CC=C2C=CNC2=C1 N-((tetrahydro-2H-pyran-2-yl)oxy)-1H-indole-6-carboxamide